FC1=CC(=C(C=C1)C=1C2=C(C(=NC1C=1SC=3CN(CCC3N1)C(C=C)=O)C=1C=NN(C1)C1CN(C1)C(=O)OC(C)(C)C)C=CS2)OCCOC tert-butyl 3-[4-[7-[4-fluoro-2-(2-methoxyethoxy)phenyl]-6-(5-prop-2-enoyl-6,7-dihydro-4H-thiazolo[5,4-c]pyridin-2-yl)thieno[3,2-c]pyridin-4-yl]pyrazol-1-yl]azetidine-1-carboxylate